CC(CC)(CCCCCCCCCCCCCC)C1=CNC(O1)=O 5-(3-methylheptadecan-3-yl)oxazol-2(3H)-one